N-{2-[2-(4-amino-2-ethyl-1H-imidazo[4,5-c]quinolin-1-yl)ethoxy]ethyl}-N'-phenylurea NC1=NC=2C=CC=CC2C2=C1N=C(N2CCOCCNC(=O)NC2=CC=CC=C2)CC